4-tertiary butyl-benzene isothiocyanate [N-]=C=S.C(C)(C)(C)C1=CC=CC=C1